(5RS)-5-(2-chloro-4-methylbenzyl)-3-[5-(3-cyclopropylphenoxy)-3-methylpyridazin-4-yl]-5,6-dihydro-4H-1,2,4-oxadiazine ClC1=C(C[C@H]2NC(=NOC2)C2=C(N=NC=C2OC2=CC(=CC=C2)C2CC2)C)C=CC(=C1)C |r|